FC(C)(F)C1=NC(=NO1)C12CCC(CC1)(CC2)CNC=2C=C(C=CC2)P(C)(C)=O (3-(((4-(5-(1,1-difluoroethyl)-1,2,4-oxadiazol-3-yl)bicyclo[2.2.2]octan-1-yl)methyl)amino)phenyl)dimethylphosphine Oxide